N1CCC(CC1)C1=CC=C(C=C1)C1=CC=C2C(=CC=NC2=C1)NC=1C=CC2=C(N=CS2)C1 N-(7-(4-(piperidin-4-yl)phenyl)quinolin-4-yl)benzo[d]thiazol-5-amine